(R)-1,3-dimethyl-3,4-dihydro-1H-2-quinoxalinone CN1C([C@H](NC2=CC=CC=C12)C)=O